N-[1-[(6-chloro-3-pyridyl)methyl]-2-pyridylidene]-2,2-difluoro-acetamide ClC1=CC=C(C=N1)CN1C(C=CC=C1)=NC(C(F)F)=O